tetramethylammonium amino-para-aminobenzenesulfonate salt NC1=C(C=CC(=C1)N)S(=O)(=O)[O-].C[N+](C)(C)C